C(C(=C)C)(=O)OCC(=O)OC1C2CC3C(C(OC13)=O)C2 2-(5-oxo-4-oxatricyclo[4.2.1.03,7]nonan-2-yloxy)-2-oxoethyl methacrylate